C(C)(C)(C)OC(=O)N1C(CC(CC1)N(C)C=1SC2=C(N1)OCC=1C=C(C=CC12)C=1C=NNC1)(C)C.C(C)(C)(C)OCCCCCC[SiH](CC1=CC=CC=2C3=CC=CC=C3CC12)C1C=CC=C1 (t-butoxyhexyl)(cyclopentadienyl)(fluorenyl)methylsilane tert-butyl-4-((7-(1H-pyrazol-4-yl)-5H-isochromeno[3,4-d]thiazol-2-yl)(methyl)amino)-2,2-dimethylpiperidine-1-carboxylate